3-(3-chloro-4-fluorophenyl)-1-ethyl-1-(8-fluoro-6-oxo-1,4,5,6-tetrahydro-2H-pyrano[3,4-c]isoquinolin-1-yl)urea ClC=1C=C(C=CC1F)NC(N(C1COCC=2NC(C=3C=C(C=CC3C21)F)=O)CC)=O